4-(1-((3-(Difluoromethyl)-1-methyl-1H-pyrazol-5-yl)sulfonyl)-1-fluoroethyl)-N-(pyridazin-4-yl)piperidine-1-carboxamide FC(C1=NN(C(=C1)S(=O)(=O)C(C)(F)C1CCN(CC1)C(=O)NC1=CN=NC=C1)C)F